2-(dodecyl-thiothiocarbonylthio)-2-methylpropanoic acid C(CCCCCCCCCCC)SC(=S)SC(C(=O)O)(C)C